Fmoc-L-alloisoleucine C(=O)(OCC1C2=CC=CC=C2C2=CC=CC=C12)N[C@@H]([C@H](C)CC)C(=O)O